N,N-dimethyl-2-((4-(5-methyl-6-(8-methyl-[1,2,4]triazolo[1,5-a]pyridin-6-yl)-1H-indazol-3-yl)cyclohexyl)amino)acetamide N1-methylpseudouridine-5'-triphosphate P(O)(=O)(OP(=O)(O)OP(=O)(O)O)OC[C@@H]1[C@H]([C@H]([C@@H](O1)C1=CN(C(=O)NC1=O)C)O)O.CN(C(CNC1CCC(CC1)C1=NNC2=CC(=C(C=C12)C)C=1C=C(C=2N(C1)N=CN2)C)=O)C